{2-[4-amino-7-(1H-pyrazol-3-yl)-2H-pyrazolo[3,4-c]quinolin-2-yl]ethyl}-N-methylacetamide NC1=NC=2C=C(C=CC2C=2C1=NN(C2)CCCC(=O)NC)C2=NNC=C2